CON(C(CCCC)=O)OC N,N-dimethoxypropylacetamide